CC1SCC(C1=O)C 2,4-Dimethyldihydrothiophen-3(2H)-one